ClC1=CC(=NS1)OCCN1CCC(CC1)NC(COC1=CC=C(C=C1)Cl)=O N-(1-(2-((5-chloroisothiazol-3-yl)oxy)ethyl)piperidin-4-yl)-2-(4-chlorophenoxy)acetamide